(3S,4R)-4-(((R)-1-phenylethyl)amino)piperidine-1,3-dicarboxylic acid 3-ethyl ester C(C)OC(=O)[C@H]1CN(CC[C@H]1N[C@H](C)C1=CC=CC=C1)C(=O)O